N-(3-aminopropyl)-N-methylcyclohexylamine NCCCN(C)C1CCCCC1